C(CCC)OC(C(CC=O)(NC(C(CC(=O)C1=C(C=CC=C1)N)NC(CCC)=O)=O)C1=C(C=CC=C1)N)=O (2-aminophenyl)-2-(4-(2-aminophenyl)-2-butyrylamino-4-oxobutyryl-amino)-4-oxobutanoic acid butyl ester